C(C)OC(C)N1N=CC(=C1)C=1C=CC=2N(C1N1C3CC(C1)C3)N=C(N2)I 2-(6-(1-(1-Ethoxyethyl)-1H-pyrazol-4-yl)-2-iodo-[1,2,4]triazolo[1,5-a]pyridin-5-yl)-2-azabicyclo[2.1.1]hexane